C(C)(C)(C)OC(=O)N1CC(C(CC1)C)COC=1C(=NC=CC1)C(F)(F)F 4-methyl-3-(((2-(trifluoromethyl)pyridin-3-yl)oxy)methyl)piperidine-1-carboxylic acid tert-butyl ester